ClC=1C=CC(=C2C(C(=C(NC12)NC1=C(C=C(C=C1)Cl)Cl)C(CC(C)C)=O)=O)OC 8-chloro-2-((2,4-dichlorophenyl)amino)-5-methoxy-3-(3-methylbutanoyl)quinolin-4(1H)-one